BrC=1C=C2C=CN=CC2=C(C1)Cl 6-bromo-8-chloroisoquinoline